OC1=C(OC2=CC=CC=C2C1=O)C1=CC=CC=C1 monohydroxyflavone